bis(4-tert-butylphenyl)iodonium tris(trifluoromethanesulfonyl)methide [C-](S(=O)(=O)C(F)(F)F)(S(=O)(=O)C(F)(F)F)S(=O)(=O)C(F)(F)F.C(C)(C)(C)C1=CC=C(C=C1)[I+]C1=CC=C(C=C1)C(C)(C)C